FC1=CC(=C(OC=2C(=NC=NC2)N2CC3(C2)CCNCC3)C=C1)C1=NC=NN1C(C)C 2-(5-(4-fluoro-2-(1-isopropyl-1H-1,2,4-triazol-5-yl)phenoxy)pyrimidin-4-yl)-2,7-diazaspiro[3.5]nonane